C(C1=CC=CC=C1)(=O)NC1=NC=CC(=C1)NC1=C(C=CC(=N1)N1CCN(CC1)C(=O)OC(C)(C)C)[N+](=O)[O-] tert-butyl 4-[6-[(2-benzamido-4-pyridyl)amino]-5-nitro-2-pyridyl]piperazine-1-carboxylate